5-benzylidene-2,4-dioxotetrahydro-1,3-thiazole C(C1=CC=CC=C1)=C1C(NC(S1)=O)=O